2,4,6-trichloro-3,5-bis(trifluoromethyl)bromobenzene ClC1=C(C(=C(C(=C1C(F)(F)F)Cl)C(F)(F)F)Cl)Br